4-methyl-3-{3-methyl-5-[4-(trifluoromethyl)-phenoxy]phenyl}-1-(4-methylbenzenesulfonyl)-1H,4H,5H-pyrrolo[3,2-b]-pyridin-5-one CN1C2=C(C=CC1=O)N(C=C2C2=CC(=CC(=C2)OC2=CC=C(C=C2)C(F)(F)F)C)S(=O)(=O)C2=CC=C(C=C2)C